ClC1=CC=C(C=C1)\C=C\C1=CC=C(C=C1)Cl 4,4'-dichloro-trans-stilbene